(2R,4R)-2-(hydroxymethyl)-4-methoxypyrrolidine-1-carboxylic acid tert-butyl ester C(C)(C)(C)OC(=O)N1[C@H](C[C@H](C1)OC)CO